2-((4-(3-((4-cyano-2-fluorobenzyl)oxy)phenoxy)piperidin-1-yl)methyl)-1-((1-ethyl-1H-imidazol-5-yl)methyl)-1H-benzo[d]imidazole-6-carboxylic acid C(#N)C1=CC(=C(COC=2C=C(OC3CCN(CC3)CC3=NC4=C(N3CC3=CN=CN3CC)C=C(C=C4)C(=O)O)C=CC2)C=C1)F